(3-(methylsulfonyl)phenyl)methanamine CS(=O)(=O)C=1C=C(C=CC1)CN